5,5'-bis(trifluoromethyl)-3,3',4,4'-tetracarboxybiphenyl FC(C=1C(=C(C=C(C1)C1=CC(=C(C(=C1)C(F)(F)F)C(=O)O)C(=O)O)C(=O)O)C(=O)O)(F)F